C(C)C(COCCC1=CC=C(C=C1)O)CCCC 4-(2-(2-ethylhexyloxy)ethyl)phenol